FC=1C=C(C=C(C1OC1=CC=NC2=CC(=C(C=C12)O[C@H](COC)C)OC)F)NC(C1=CN=CC=C1OC)=O (S)-N-(3,5-difluoro-4-((7-methoxy-6-((1-methoxypropan-2-yl)oxy)quinolin-4-yl)oxy)phenyl)-4-methoxynicotinamide